[Br-].C(CCCCCCC)N1C=CC=C1 1-octyl-pyrrole bromide salt